N-[(1R,3S)-3-[tert-butyl(dimethyl)silyl]oxycyclohexyl]-1-chloro-pyrido[3,4-d]pyridazin-4-amine [Si](C)(C)(C(C)(C)C)O[C@@H]1C[C@@H](CCC1)NC=1N=NC(=C2C1C=NC=C2)Cl